FC(C(=O)O)(F)F.ClC=1C=C(C=CC1)C1=NN2C(CNCC2)=C1C1=C2C(=NC=C1)NC=C2C 2-(3-chlorophenyl)-3-(3-methyl-1H-pyrrolo[2,3-b]pyridin-4-yl)-4,5,6,7-tetrahydropyrazolo[1,5-a]pyrazine trifluoroacetate